O=C1/C(/COC2=CC(=CC=C12)C1=C(C=CC=C1)NS(=O)(=O)C)=C/C1=NC=CC=C1 (E)-N-(2-(4-oxo-3-(pyridin-2-ylmethylene)chroman-7-yl)phenyl)methanesulfonamide